di-isopropyl sulfide C(C)(C)SC(C)C